1-(6-(5-((dimethylamino)meth-yl)-6-(5-methyl-1H-indazol-4-yl)pyrimidin-4-yl)-2,6-diazaspiro[3.4]octan-2-yl)prop-2-en-1-one CN(C)CC=1C(=NC=NC1C1=C2C=NNC2=CC=C1C)N1CC2(CN(C2)C(C=C)=O)CC1